C1=CC=CC=2C3=CC=CC=C3N(C12)C1=C(C#N)C(=C(C(=C1N1C2=CC=CC=C2C=2C=CC=CC12)N1C2=CC=CC=C2C=2C=CC=CC12)C1=NC(=CC=C1)C)N1C2=CC=CC=C2C=2C=CC=CC12 2,3,4,6-tetra(9H-carbazol-9-yl)-5-(6-methylpyridin-2-yl)benzonitrile